2-propylmercapto-5-(2-hydroxy-4-propoxyphenyl)-5,6-dihydropyrido[2,3-d]pyrimidine-4,7(3H,8H)-dione C(CC)SC=1NC(C2=C(N1)NC(CC2C2=C(C=C(C=C2)OCCC)O)=O)=O